10-([1,1':3',1''-terphenyl]-2'-yl)-3,6-dibromo-10H-spiro[acridine-9,9'-fluorene] C1(=CC=CC=C1)C1=C(C(=CC=C1)C1=CC=CC=C1)N1C=2C=C(C=CC2C2(C3=CC=CC=C3C=3C=CC=CC23)C2=CC=C(C=C12)Br)Br